4-((2-cyanophenyl)thio)-6-(1-(1-hydroxy-2-methylpropan-2-yl)-1H-pyrazol-4-yl)pyrazolo[1,5-a]pyridine-3-carbonitrile C(#N)C1=C(C=CC=C1)SC=1C=2N(C=C(C1)C=1C=NN(C1)C(CO)(C)C)N=CC2C#N